[(4S)-4-(cyclopropylmethyl)-1-[(1R)-1-[3-[[(1R,2R)-2-hydroxyindan-1-yl]carbamoyl]phenyl]butyl]-6-oxo-4-phenyl-hexahydropyrimidin-2-ylidene]ammonium C1(CC1)C[C@@]1(NC(N(C(C1)=O)[C@H](CCC)C1=CC(=CC=C1)C(N[C@H]1[C@@H](CC2=CC=CC=C12)O)=O)=[NH2+])C1=CC=CC=C1